COC(C(C1=CC=C(C=C1)F)N1[C@@H](CN([C@H](C1)C)C1=CC(N(C2=CC=C(N=C12)C#N)C)=O)C)=O 2-((2r,5s)-4-(6-cyano-1-methyl-2-oxo-1,2-dihydro-1,5-naphthyridin-4-yl)-2,5-dimethylpiperazin-1-yl)-2-(4-fluorophenyl)acetic acid methyl ester